C(C)OC(C=CC1=C(C=CC(=C1)Cl)Br)=O 3-(2-bromo-5-chloro-phenyl)-2-propenoic acid ethyl ester